C(C)C=1C=C(C=CC1)NC(=O)NC=1C=C2C(N(C(N(C2=CC1)CCN1CCCCC1)=O)CCOC)=O 1-(3-Ethylphenyl)-3-(3-(2-methoxyethyl)-2,4-dioxo-1-(2-(piperidin-1-yl)ethyl)-1,2,3,4-tetrahydroquinazolin-6-yl)urea